[4-(2H3)methoxy-2-methylpyridin-3-yl]methanol C(OC1=C(C(=NC=C1)C)CO)([2H])([2H])[2H]